CN1CCC(CC1)C(=O)NC1=NC=CC(=C1)C1=CC2=C(N(C=N2)C)C=C1 1-methyl-N-(4-(1-methyl-1H-benzo[d]imidazol-5-yl)pyridin-2-yl)piperidine-4-carboxamide